C(C)(=O)NC1=CC=C(C=C1)C1=CN=C2N1N=C(C=C2)C(=O)OCC ethyl 3-(4-acetamidophenyl)imidazo[1,2-b]pyridazine-6-carboxylate